CC1(C=2C=CC(=CC2C=2C=C3C(=CC12)C=CC=C3)C3=C(C=CC=C3)[N+](=O)[O-])C 11,11-dimethyl-3-(2-nitro-phenyl)-11H-benzo[b]fluorene